C(=O)(O)[C@]1(C[C@H](N(CC1)CC1=C(C(=CC=C1)Cl)F)C)CC=1C(=C(C(=O)O)C=C(N1)NC1=NNC(=C1)C)F 2-(((2R,4R)-4-carboxy-1-(3-chloro-2-fluorobenzyl)-2-methylpiperidin-4-yl)methyl)-3-fluoro-6-((5-methyl-1H-pyrazol-3-yl)amino)isonicotinic acid